C(CCCCCC)NC(N[C@@H](CN1C=NC(=C1)C1=CC=C(C(=O)N2C[C@H]([C@@H](C2)C(=O)N[C@@H]2[C@H](C2)C2=CC=CC=C2)C(=O)N[C@@H]2[C@H](C2)C2=CC=CC=C2)C=C1)C(=O)NCCCCCC)=O |o1:10| (3S,4S)-1-(4-(1-((S*)-2-(3-heptylureido)-3-(hexylamino)-3-oxopropyl)-1H-imidazol-4-yl)benzoyl)-N3,N4-bis((1S,2R)-2-phenylcyclopropyl)pyrrolidine-3,4-dicarboxamide